(5-bromo-2-chloro-anilino)propionic acid BrC=1C=CC(=C(NC(C(=O)O)C)C1)Cl